N-prop-2-enyl-1H-imidazole C(C=C)N1C=NC=C1